1,5-bis(trimethylsilyl)pentaneN C[Si](C=CCCC[Si](C)(C)C)(C)C